C1(CCCCC1)N(C(CCCCCCNC(OCC1C2=CC=CC=C2C=2C=CC=CC12)=O)=O)OCCN(C(OC(C)(C)C)=O)C tert-butyl (12-cyclohexyl-1-(9H-fluoren-9-yl)-3,11-dioxo-2,13-dioxa-4,12-diazapentadecan-15-yl)(methyl)carbamate